COC(C(CC=C)C)=O 2-methylpent-4-enoic acid methyl ester